N-[1-[4-chloro-3-[4-(2-pyridyl)triazol-2-yl]-2-pyridyl]ethyl]-3,5-bis(trifluoromethyl)benzamide ClC1=C(C(=NC=C1)C(C)NC(C1=CC(=CC(=C1)C(F)(F)F)C(F)(F)F)=O)N1N=CC(=N1)C1=NC=CC=C1